(R)-N-(2-benzoyl-4-chlorophenyl)-1-ethyl-2-methylpyrroline-2-carboxamide C(C1=CC=CC=C1)(=O)C1=C(C=CC(=C1)Cl)NC(=O)[C@@]1(N(CCC1)CC)C